(1s,4s)-4-((2-((2-(1-(Cyclopropylsulfonyl)-1H-pyrazol-4-yl)pyrimidin-4-yl)amino)-5-((3-((2-morpholinoethyl)amino)phenyl)ethynyl)pyridin-4-yl)amino)cyclohexan-1-ol C1(CC1)S(=O)(=O)N1N=CC(=C1)C1=NC=CC(=N1)NC1=NC=C(C(=C1)NC1CCC(CC1)O)C#CC1=CC(=CC=C1)NCCN1CCOCC1